[O-]P([O-])(=O)OP(=O)([O-])[O-].[K+].[Ni+2].[Zn+2] zinc-nickel potassium pyrophosphate